C1(CC1)C=1C(=NSC1C(=O)NC1=CC(=NC=C1)C)C1=C2C=CC=NC2=CC=C1 4-cyclopropyl-N-(2-methylpyridin-4-yl)-3-(quinolin-5-yl)isothiazole-5-carboxamide